COC1=CC=C(C=C1)CN1N=C(C=C1C1=NC2=C(N1C(=O)OC(C)(C)C)C=CC=C2)NC(C2=CC=C(C=C2)OC(F)(F)F)=O tert-Butyl 2-[2-[(4-methoxyphenyl)methyl]-5-[[4-(trifluoromethoxy)benzoyl]amino]pyrazol-3-yl]benzimidazole-1-carboxylate